FC(OC1=CC=C(C=N1)CN)(F)F (6-(trifluoromethoxy)pyridin-3-yl)methanamine